5-methyl-5,8-dihydropyrido[2,3-d]pyrimidin-7(6H)-on CC1CC(NC=2N=CN=CC21)=O